FC1=CC=C(C(=N1)C)OC1=C(C(=O)OC)C(=C(C=N1)C(F)(F)F)C methyl 2-((6-fluoro-2-methylpyridin-3-yl)oxy)-4-methyl-5-(trifluoromethyl)nicotinate